6-methyl-N-[1-(5-methyl-1,2-oxazol-3-yl)ethyl]-4-[(1-methylcyclopropyl)amino]furo[2,3-d]pyrimidine-5-carboxamide CC1=C(C2=C(N=CN=C2NC2(CC2)C)O1)C(=O)NC(C)C1=NOC(=C1)C